1,2,3,5-Tetramethyl-cyclohexane CC1C(C(CC(C1)C)C)C